FC(CN(CC[C@@H](C)NC(=O)C1=CC2=CC=CC(=C2C=C1)OC1=CC=C(C=C1)C(F)(F)F)CC1=C(C=C(C=C1)OC)OC)F (R)-N-(4-((2,2-difluoroethyl)(2,4-dimethoxybenzyl)amino)butan-2-yl)-5-(4-(trifluoromethyl)phenoxy)-2-naphthamide